(1R,2S)-2-[3-{[2-Methyl-4-(2-phenylethoxyl)benzoyl]amino}-4-(trifluoromethyl)phenyl]cyclopropanecarboxylic acid CC1=C(C(=O)NC=2C=C(C=CC2C(F)(F)F)[C@@H]2[C@@H](C2)C(=O)O)C=CC(=C1)OCCC1=CC=CC=C1